ClC1=NC=C2C3=C(C=NC2=C1F)N(C([C@H]1N3CCN(C1)C(=O)OC(C)(C)C)=O)C tert-butyl (S)-3-chloro-4-fluoro-7-methyl-8-oxo-7,8,8a,9,11,12-hexahydro-10H-pyrazino[1',2':4,5]pyrazino[2,3-c][1,6]naphthyridine-10-carboxylate